Methyl 6-chloro-3-oxo-1,3-dihydro-1'H,2H-2,3'-biindole-2-carboxylate ClC1=CC=C2C(C(NC2=C1)(C1=CNC2=CC=CC=C12)C(=O)OC)=O